BrC1=CC2=C(C(CC(C(N2CC2=CC=C(C=C2)OC(F)(F)F)=O)NC(OC(C)(C)C)=O)(F)F)C=C1F tert-butyl N-[8-bromo-5,5,7-trifluoro-2-oxo-1-[[4-(trifluoromethoxy)phenyl]methyl]-3,4-dihydro-1-benzazepin-3-yl]carbamate